[1-[5-[1-[(2S,4R)-4-hydroxy-2-[[(1S)-1-[4-(4-methylthiazol-5-yl)phenyl]ethyl]carbamoyl]pyrrolidine-1-carbonyl]-2-methyl-propyl]isoxazol-3-yl]azetidin-3-yl]oxypiperidine-1-carboxylate O[C@@H]1C[C@H](N(C1)C(=O)C(C(C)C)C1=CC(=NO1)N1CC(C1)OC1N(CCCC1)C(=O)[O-])C(N[C@@H](C)C1=CC=C(C=C1)C1=C(N=CS1)C)=O